2-(2-(difluoromethoxy)-7-methylquinoxalin-5-yl)-4-fluoro-6-methoxybenzo[d]thiazole FC(OC1=NC2=CC(=CC(=C2N=C1)C=1SC2=C(N1)C(=CC(=C2)OC)F)C)F